rel-4-bromo-6-chloro-5-((1R*,2R*)-2-methylcyclopropyl)-1-(tetrahydro-2H-pyran-2-yl)-1H-indazole BrC1=C2C=NN(C2=CC(=C1[C@H]1[C@@H](C1)C)Cl)[C@@H]1OCCCC1 |o1:10,11,15|